FC1=CC=C(C=C1)C1=NN2C(CN(CC2)C)=C1C1=CC(=NC=C1)NC(C)=O N-(4-(2-(4-fluorophenyl)-5-methyl-4,5,6,7-tetrahydropyrazolo[1,5-a]pyrazin-3-yl)pyridin-2-yl)acetamide